ClC=1C=2N(C3=CC=C(C=C3N1)C(=O)N1CCCCC1)C=CN2 (4-chloroimidazo[1,2-a]quinoxalin-7-yl)(piperidin-1-yl)methanone